1-(r-butyl) 2,4-diethyl (2S)-5-oxopyrrolidine-1,2,4-tricarboxylate O=C1C(C[C@H](N1C(=O)OCCCC)C(=O)OCC)C(=O)OCC